(Z)-3-(1-(4-amino-2-fluorobut-2-en-1-yl)-2-methyl-1H-benzo[d]imidazol-4-yl)-N-methylbenzenesulfonamide NC\C=C(\CN1C(=NC2=C1C=CC=C2C=2C=C(C=CC2)S(=O)(=O)NC)C)/F